CCC(C(=O)O)(C)N1N=C(C(=C1)[N+](=O)[O-])[N+](=O)[O-].C(=O)(O)[C@@H]1[C@H]2CC[C@@H](C[C@@H]1C1=CC=C(C=C1)Cl)N2C 2beta-carboxyl-3beta-(4-chlorophenyl)tropane methyl-2-(3,4-dinitro-1H-pyrazol-1-yl)-2-methylpropionate